N-(3,4-dichlorophenyl)-2-(2-(5-(trifluoromethyl)-1,2,4-oxadiazol-3-yl)-6,7-dihydrothieno[3,2-c]pyridin-5(4H)-yl)acetamide ClC=1C=C(C=CC1Cl)NC(CN1CC2=C(CC1)SC(=C2)C2=NOC(=N2)C(F)(F)F)=O